C1=C(C=CC=2C3=CC=CC=C3C3=CC=CC=C3C12)B([O-])[O-] triphenylene-2-boronate